6-(cyclopropanecarboxamido)-N-methyl-4-((6-(3-(piperidin-1-yl)azetidin-1-yl)-[1,2,4]triazolo[1,5-a]pyridin-2-yl)amino)pyridazine-3-carboxamide C1(CC1)C(=O)NC1=CC(=C(N=N1)C(=O)NC)NC1=NN2C(C=CC(=C2)N2CC(C2)N2CCCCC2)=N1